FC1=C(C=CC=C1)C1=NN2C(=NC=3C=CC=CC3C2=N1)N[C@H]1C(NCCCC1)=O (3R)-3-{[2-(2-fluorophenyl)[1,2,4]triazolo[1,5-c]quinazolin-5-yl]amino}azepan-2-one